(S)-(3-((3-borono-5-bromo-N-(5,6-diamino-6-oxohexyl)benzamido)methyl)phenyl)boronic acid B(O)(O)C=1C=C(C(=O)N(CCCC[C@@H](C(=O)N)N)CC=2C=C(C=CC2)B(O)O)C=C(C1)Br